CC1=C(C(=NO1)C1=CC=CC=C1)C(=O)N 5-methyl-3-phenyl-isoxazole-4-carboxamide